(Z)-hexadecen-11-yl acetate C(C)(=O)OC(CCCCCCCCC=C)CCCCC